8-(3-Chloro-2-fluorophenyl)-2-({1-[(1S,2S)-2-fluorocyclopropane-1-carbonyl]azetidin-3-yl}amino)-6-(4-fluoro-1-methyl-1H-pyrazol-3-yl)-8-methyl-7,8-dihydropyrido[4,3-d]pyrimidin ClC=1C(=C(C=CC1)C1(CN(CC2=C1N=C(N=C2)NC2CN(C2)C(=O)[C@H]2[C@H](C2)F)C2=NN(C=C2F)C)C)F